C[N+](C)(C)CC(=O)[O-] trimethylglycine